3-[4-(3,6-Diazabicyclo[3.1.1]heptan-6-yl)-3-methyl-2-oxo-benzimidazol-1-yl]piperidine-2,6-dione C12CNCC(N1C1=CC=CC=3N(C(N(C31)C)=O)C3C(NC(CC3)=O)=O)C2